N1=C(C=CC=C1)N1CCC(CC1)C=O 1-(pyridin-2-yl)piperidine-4-carbaldehyde